tert-butyl (3R,5S)-4-(6-chloro-7-(2-fluoro-3-methylphenyl)-1-(2-isopropyl-4-methylpyridin-3-yl)-2-oxo-1,2-dihydropyrido[2,3-d]pyrimidin-4-yl)-3,5-dimethylpiperazine-1-carboxylate ClC1=CC2=C(N(C(N=C2N2[C@@H](CN(C[C@@H]2C)C(=O)OC(C)(C)C)C)=O)C=2C(=NC=CC2C)C(C)C)N=C1C1=C(C(=CC=C1)C)F